OC1=C(C=CO1)CCC 5-hydroxy-4-propylfuran